CCCCCCCCCCCCCCCCCC(=O)O[C@H](COC(=O)CCCCCC/C=C\\C/C=C\\C/C=C\\C/C=C\\CC)COP(=O)(O)OC1[C@@H]([C@H](C([C@H]([C@H]1O)O)O)O)O The molecule is a 1-phosphatidyl-1D-myo-inositol in which the phosphatidyl acyl groups at positions 1 and 2 are specified as (8Z,11Z,14Z,17Z)-icosatetraenoyl and octadecanoyl respectively. It has a role as a human metabolite. It derives from an all-cis-8,11,14,17-icosatetraenoic acid and an octadecanoic acid.